3-(5,5-difluoro-4-hydroxy-3-(trifluoromethyl)-4,5,6,7-tetrahydro-1H-indol-1-yl)benzonitrile FC1(C(C=2C(=CN(C2CC1)C=1C=C(C#N)C=CC1)C(F)(F)F)O)F